C(=C)C1=NC=C2N1CCNC2 3-vinyl-5,6,7,8-tetrahydroimidazo[1,5-a]pyrazine